2,6-diisopropylphenylboronic acid C(C)(C)C1=C(C(=CC=C1)C(C)C)B(O)O